ClC1=C2CN(C(C2=C(C=C1)NC1=C(C(C1=O)=O)N[C@H](C(C)(C)C)C=1OC(=C(C1)C)C)=O)C1=C(C(=O)OC)C=CC(=C1)OC methyl 2-[4-chloro-7-[[2-[[(1R)-1-(4,5-dimethyl-2-furyl)-2,2-dimethylpropyl] amino]-3,4-dioxo-cyclobuten-1-yl]amino]-1-oxo-isoindolin-2-yl]-4-methoxybenzoate